5,6-dimethoxy-3-nitropyridine COC=1C=C(C=NC1OC)[N+](=O)[O-]